CC1=CC2=C(C(=NC3=C(O2)C=C(C=C3)C)N3CCN(CC3)CC3(CC3)C(=O)O)C=C1 1-((4-(3,7-dimethyldibenzo[b,f][1,4]oxazepin-11-yl)piperazin-1-yl)methyl)cyclopropanecarboxylic acid